CC1(C(NCC1)=O)C(=O)NNC(C1=C(C=CC=C1)CC1=CC=C(C=C1)C(F)(F)F)=O 3-methyl-2-oxo-N'-(2-(4-(trifluoromethyl)benzyl)benzoyl)pyrrolidine-3-carbohydrazide